OC1C(COC1)NC(=O)C=1N(N=C2C=CC(=CC12)OCC1=CC=NN1C)C N-[4-hydroxy-oxolan-3-yl]-2-methyl-5-[(1-methyl-1H-pyrazol-5-yl)methoxy]-2H-indazole-3-carboxamide